7-bromo-N-[(4,5-difluoro-1H-benzimidazol-2-yl)methyl]-2-[rel-(2R,6S)-2,6-dimethylmorpholin-4-yl]imidazo[2,1-f][1,2,4]triazin-4-amine BrC1=CN=C2C(=NC(=NN21)N2C[C@H](O[C@H](C2)C)C)NCC2=NC1=C(N2)C=CC(=C1F)F |o1:12,14|